N-(1-ethylpiperidin-4-yl)-N-methyl-2-{1-[2-(trifluoromethoxy)phenyl]-1H-pyrazol-4-yl}-1,3-thiazole-4-carboxamide C(C)N1CCC(CC1)N(C(=O)C=1N=C(SC1)C=1C=NN(C1)C1=C(C=CC=C1)OC(F)(F)F)C